4-(4-oxo-1-(1-oxo-1,3-dihydroisobenzofuran-5-yl)-2-thioxo-1,3-diazaspiro[4.4]non-3-yl)-2-(trifluoromethyl)benzonitrile O=C1N(C(N(C12CCCC2)C=2C=C1COC(C1=CC2)=O)=S)C2=CC(=C(C#N)C=C2)C(F)(F)F